C12=CC=CC2CC1 bicyclo[3.2.0]heptadiene